N1N=CC2=CC(=CC=C12)C#CC1=NC(=NC=C1)C1=NC(=NC=C1)N(C)CC1=NC=C(C=C1)F 4-((1H-Indazol-5-yl)ethynyl)-N-((5-fluoropyridin-2-yl)methyl)-N-methyl-[2,4'-bipyrimidin]-2'-amine